4-chloro-1-(1-(5-(6-methoxy-1-(tetrahydro-2H-pyran-2-yl)-1H-indazol-4-yl)-2H-tetrazol-2-yl)ethyl)pyridin-2(1H)-one ClC1=CC(N(C=C1)C(C)N1N=C(N=N1)C1=C2C=NN(C2=CC(=C1)OC)C1OCCCC1)=O